COC1=CC=C(C=C1)N(C=O)C N-(4-methoxyphenyl)-N-methylformamide